(3R,4S)-4-(8-(2-(pyridin-4-yl)pyrido[3,4-d]pyrimidin-4-yl)-2,8-diazaspiro[4.5]decan-2-yl)tetrahydrofuran-3-ol N1=CC=C(C=C1)C=1N=C(C2=C(N1)C=NC=C2)N2CCC1(CCN(C1)[C@@H]1[C@H](COC1)O)CC2